C1(=CC=CC=C1)C(N1CCN(CC1)C(=O)C=1C=NC=NC1)C=1C=NC=CC1 5-{4-[phenyl(pyridin-3-yl)methyl]piperazine-1-carbonyl}pyrimidine